beta-alanine ascorbate O=C1C(O)=C(O)[C@H](O1)[C@@H](O)CO.NCCC(=O)O